2-[5-(trifluoromethyl)pyrimidin-2-yl]-2,6-diazaspiro[3.3]heptane FC(C=1C=NC(=NC1)N1CC2(C1)CNC2)(F)F